(S,E)-2-cyclopropyl-N-(4-(methylsulfonyl)but-3-en-2-yl)-4-(spiro[3.3]heptan-2-yloxy)pyrimidine-5-carboxamide C1(CC1)C1=NC=C(C(=N1)OC1CC2(C1)CCC2)C(=O)N[C@@H](C)\C=C\S(=O)(=O)C